CC=1CC=2C=CC3=C(C2C1)C=CC=C3 2-methylbenz[e]indene